ethyl 2-(benzhydryl (methyl) amino)-5-methoxy-1-methyl-6-oxo-1,6-dihydropyrimidine-4-carboxylate C(C1=CC=CC=C1)(C1=CC=CC=C1)N(C=1N(C(C(=C(N1)C(=O)OCC)OC)=O)C)C